lithium ferric fluoride [F-].[Fe+3].[Li+].[F-].[F-].[F-]